C1(CC1)C1=NN(C=2C(N(N=CC21)CC(=O)N[C@@H](C)C2=CC=C(C=C2)OC(F)(F)F)=O)C (S)-2-(3-Cyclopropyl-1-methyl-7-oxo-1,7-dihydro-6H-pyrazolo[3,4-d]pyridazin-6-yl)-N-(1-(4-(trifluoromethoxy)phenyl)ethyl)acetamid